tert-butyl 3,3-difluoro-4,4-dihydroxy-piperidine-1-carboxylate FC1(CN(CCC1(O)O)C(=O)OC(C)(C)C)F